N-(3-chloro-4-(4-((2S,4R)-4-hydroxypyrrolidine-2-carbonyl)piperazine-1-carbonyl)phenyl)-5-(2,3-difluoro-4-(fluoromethoxy)phenyl)-1-methyl-1H-imidazole-2-carboxamide formate C(=O)O.ClC=1C=C(C=CC1C(=O)N1CCN(CC1)C(=O)[C@H]1NC[C@@H](C1)O)NC(=O)C=1N(C(=CN1)C1=C(C(=C(C=C1)OCF)F)F)C